N,N'-dicyclohexylnaphthalene-dicarboxamide C1(CCCCC1)NC(=O)C=1C(=CC=C2C=CC=CC12)C(=O)NC1CCCCC1